N,N-bis[(4-methoxyphenyl)methyl]imidazo[4,5-c]pyridin-4-amine COC1=CC=C(C=C1)CN(C1=NC=CC2=C1N=CN2)CC2=CC=C(C=C2)OC